FC(C(C(CC(C)O)C)(O)C)(F)F trifluoro-2,3-dimethyl-hexane-2,5-diol